COCCOC1=CC=CC(=C1)[N+](=O)[O-] 2-(2-methoxyethoxy)-4-nitrobenzene